BrC=1C(=C(C=CC1)N1C(C(C2=CC=C(C=C12)N1CC2CCC(C1)N2C(=O)OC(C)(C)C)(C)C)=O)C(N)=O tert-butyl 3-(1-(3-bromo-2-carbamoylphenyl)-3,3-dimethyl-2-oxoindolin-6-yl)-3,8-diazabicyclo[3.2.1]octane-8-carboxylate